6-chloro-3-[[(1R)-1-[(7S)-14-fluoro-5,9-dioxa-2,11,18-triazatetracyclo[8.8.0.02,7.012,17]octadeca-1(18),10,12(17),13,15-pentaen-16-yl]ethyl]amino]pyridine-2-carboxylic acid ClC1=CC=C(C(=N1)C(=O)O)N[C@H](C)C1=CC(=CC=2N=C3OC[C@@H]4COCCN4C3=NC12)F